C(=O)(OCC1C2=CC=CC=C2C2=CC=CC=C12)N1CCC(CC1)(C(=O)O)C1=CC=C(C=C1)F Fmoc-4-(4-Fluoro-phenyl)-piperidine-4-carboxylic acid